O[C@@H](C(=O)OC)CS[C@H]1C(O[C@@H](CCCCCCCCC[C@@H](C(C1)=O)O)C)=O methyl (S)-2-hydroxy-3-(((3R,6S,16R)-6-hydroxy-16-methyl-2,5-dioxooxacyclohexadecan-3-yl)thio)propanoate